COC(NS(=O)(=O)C1=C(N=C(S1)CCC)C1=CC=C(C=C1)CN1C(=NC=C1)C(C)O)=O ((4-(4-((2-(1-hydroxyethyl)-1H-imidazol-1-yl)methyl)phenyl)-2-propylthiazol-5-yl)sulfonyl)Carbamic acid methyl ester